C(C1=C(C=CC=C1)N(C([O-])=S)CCCCCCC)C1=C(C=CC=C1)N(C([O-])=S)CCCCCCC methylenediphenylene-bis(heptyl thiocarbamate)